2-(4-methylphenoxy)-ethanol CC1=CC=C(OCCO)C=C1